6-fluoro-1H-indole-3-carboxylic acid ethyl ester C(C)OC(=O)C1=CNC2=CC(=CC=C12)F